ClC1=CC=C(C=C1)N1N=CC=2CN(C(=C(C21)O)C(=O)OC)CC2=C(C=C(C=C2)OC)OC methyl 1-(4-chlorophenyl)-5-(2,4-dimethoxybenzyl)-7-hydroxy-4,5-dihydro-1H-pyrazolo[4,3-c]pyridine-6-carboxylate